FC1=CC2=C(N(C(N=C2N2[C@H](CN(CC2)C(C=C)=O)C)=O)C=2C(=NC=CC2C)C(C)C)N=C1C1=C(C=CC=C1O)F 6-Fluoro-7-(2-fluoro-6-hydroxyphenyl)-1-(4-methyl-2-(2-propanyl)-3-pyridinyl)-4-((2S)-2-methyl-4-(2-propenoyl)-1-piperazinyl)pyrido[2,3-d]pyrimidin-2(1H)-one